3-mercaptopropyldimethylethoxysilane SCCC[Si](OCC)(C)C